C(C1=CC=CC=C1)OC(=O)N1CCN(CC1)CCC1CCN(CC1)C(=O)OC(C)(C)C 4-(2-(1-(tert-butoxycarbonyl)piperidin-4-yl)ethyl)piperazine-1-carboxylic acid benzyl ester